OC=1C(=C(C(=C(C1)[Cu])O)O)O tetrahydroxyphenyl-copper